ClC1=C(NC2=NOC3=C2C=CC(=C3)C=O)C=CC=C1C1=CC3=C(OCCO3)C=C1 3-(2-chloro-3-(1,4-benzodioxan-6-yl)anilino)-6-formylbenzisoxazole